OC1=C(C=CC(=C1OC)C=CC(C1=CC=C(C=C1)O)=O)[O-] 2-hydroxy-3-methoxy-4-[3-oxo-3-(4-hydroxyphenyl)prop-1-enyl]phenolate